(iso-propyl)phosphonic acid C(C)(C)P(O)(O)=O